N1C=2N(CC1=O)C=CN2 Imidazo[1,2-a]imidazol-2-one